2-(bromodifluoromethyl)-5-bromobenzoxazole BrC(C=1OC2=C(N1)C=C(C=C2)Br)(F)F